2-(4-cyano-2,6-diisopropylphenyl)-N-(5-(2-hydroxypropan-2-yl)-1-methyl-1H-pyrazol-3-ylsulfonyl)acetamide C(#N)C1=CC(=C(C(=C1)C(C)C)CC(=O)NS(=O)(=O)C1=NN(C(=C1)C(C)(C)O)C)C(C)C